(2-((2-ethyl-6-(1-(methylsulfonyl)piperidin-4-yl)imidazo[1,2-a]pyridin-3-yl)(methyl)amino)-4-(4-(trifluoromethyl)phenyl)thiazol-5-yl)methanol C(C)C=1N=C2N(C=C(C=C2)C2CCN(CC2)S(=O)(=O)C)C1N(C=1SC(=C(N1)C1=CC=C(C=C1)C(F)(F)F)CO)C